methyl-6-[4-(trifluoromethyl)anilino]pyridine-3-sulfonamide CC1=NC(=CC=C1S(=O)(=O)N)NC1=CC=C(C=C1)C(F)(F)F